(3S,5S,8R,9S,10S,13S,14S,16R,17S)-3-ethyl-17-((2R,5R)-5-hydroxy-6-methylheptan-2-yl)-10,13,16-trimethylhexadecahydro-1H-cyclopenta[a]phenanthren-3-ol C(C)[C@@]1(CC[C@@]2([C@H]3CC[C@@]4([C@H]([C@@H](C[C@H]4[C@@H]3CC[C@H]2C1)C)[C@H](C)CC[C@H](C(C)C)O)C)C)O